(S)-2-(3-fluoro-5-isopropyl-2-methoxyphenyl)-2-((R)-3-((5-(1-methyl-1,2,3,4-tetrahydropyrido[2,3-b]pyrazin-6-yl)pentyl)oxy)pyrrolidin-1-yl)acetic acid FC=1C(=C(C=C(C1)C(C)C)[C@@H](C(=O)O)N1C[C@@H](CC1)OCCCCCC=1C=CC2=C(NCCN2C)N1)OC